(2-chloroacetyl)-L-isoleucyl-L-isoleucine tert-butyl ester C(C)(C)(C)OC([C@@H](NC([C@@H](NC(CCl)=O)[C@@H](C)CC)=O)[C@@H](C)CC)=O